C(C)(C)(C)OC(=O)N1CCC(CC1)N1C(N(C2=C1C=C(C(=C2)Cl)Cl)CC2=C(C=C(C=C2)C=2OC(=NN2)C(F)F)F)=O 4-(5,6-dichloro-3-(4-(5-(difluoromethyl)-1,3,4-oxadiazol-2-yl)-2-fluorobenzyl)-2-oxo-2,3-dihydro-1H-benzo[d]imidazol-1-yl)piperidine-1-carboxylic acid tert-butyl ester